N[C@@H](CN1C[C@@H](CC1)O)C (3R)-1-[(2R)-2-aminopropyl]pyrrolidin-3-ol